C(C)(=O)NC1=CC(=C(C(=O)O)C=C1)Cl 4-(acetamido)-2-chlorobenzoic acid